2-[4-[1-(2,6-dioxo-3-piperidyl)-3-methyl-2-oxo-benzimidazol-5-yl]oxyphenyl]-N-[5-fluoro-7-hydroxy-6-(1,1,4-trioxo-1,2,5-thiadiazolidin-2-yl)-2-naphthyl]acetamide O=C1NC(CCC1N1C(N(C2=C1C=CC(=C2)OC2=CC=C(C=C2)CC(=O)NC2=CC1=CC(=C(C(=C1C=C2)F)N2S(NC(C2)=O)(=O)=O)O)C)=O)=O